FC(C1=C(C=CC=C1)COC1=CC2=C(N(N=C2C=C1)C)C(=O)NC(C(=O)N)(CO)C)F 2-[(5-{[2-(difluoromethyl)phenyl]methoxy}-2-methyl-2H-indazol-3-yl)formamido]-3-hydroxy-2-methylpropanamide